pentaerythritol tetra(3-dodecylthiopropionate) C(CCCCCCCCCCC)CCC(=S)OCC(COC(CCCCCCCCCCCCCC)=S)(COC(CCCCCCCCCCCCCC)=S)COC(CCCCCCCCCCCCCC)=S